6-[8-(1,3-benzothiazol-2-ylcarbamoyl)-3,4-dihydroisoquinolin-2(1H)-yl]-3-{2-methyl-3-[tricyclo[3.3.1.13,7]dec-1-yl-sulfamoyl]phenyl}pyridine-2-carboxylic acid S1C(=NC2=C1C=CC=C2)NC(=O)C=2C=CC=C1CCN(CC21)C2=CC=C(C(=N2)C(=O)O)C2=C(C(=CC=C2)S(NC21CC3CC(CC(C2)C3)C1)(=O)=O)C